C1(=CC=C(C=C1)NC(=O)[C@@H]1CC[C@H]2N1C([C@H](CN(CC2)C([C@H](C)C2=CC=CC=C2)=O)NC(=O)C=2NC1=CC=C(C=C1C2)C(F)(F)P(O)(O)=O)=O)C2=CC=CC=C2 ((2-(((5S,8S,10aR)-8-([1,1'-biphenyl]-4-ylcarbamoyl)-6-oxo-3-((R)-2-phenyl-propanoyl)decahydro-pyrrolo[1,2-a][1,5]diazocin-5-yl)carbamoyl)-1H-indol-5-yl)difluoro-methyl)phosphonic acid